tert-butyl N-[5-(4-aminophenyl)penta-2,4-diyn-1-yl]carbamate NC1=CC=C(C=C1)C#CC#CCNC(OC(C)(C)C)=O